FC1=C(C(=CC=C1)F)C1=NC=2C(=NNC2C=2C=C(N=CC2N1)N1CCO[C@@]2(CCOC2)C1)C (5S)-9-[8-(2,6-difluorophenyl)-5-methyl-3,4,7,9,12-pentazatricyclo[8.4.0.02,6]tetradeca-1(10),2(6),4,7,11,13-hexaen-13-yl]-2,6-dioxa-9-azaspiro[4.5]decane